ClC=1C(=NC(=NC1)NC1=C(C=C(C(=O)NC(C)C2=CC=CC=C2)C=C1)OC)C=1C=NN(C1)C(C)C 4-((5-chloro-4-(1-isopropyl-1H-pyrazol-4-yl)pyrimidin-2-yl)amino)-3-methoxy-N-(1-phenylethyl)benzamide